C1=CC=CC=2C3=CC=CC=C3C(C12)COC(=O)N[C@@H](C(=O)OCC=C)CSC[C@@H](CO)O (s)-allyl 2-((((9H-fluoren-9-yl)methoxy)carbonyl)amino)-3-(((R)-2,3-dihydroxypropyl)thio)propanoate